COC1=C(C=C2C(=NC=NC2=C1)C=1C(=NNC1)C1=CC=CC=C1)NC(CC)=O N-(7-methoxy-4-(3-phenyl-1H-pyrazol-4-yl)quinazolin-6-yl)propionamide